tert-butyl 2-[1-(5-amino-3-fluoro-2-pyridyl)-4-hydroxy-4-piperidyl]acetate NC=1C=C(C(=NC1)N1CCC(CC1)(O)CC(=O)OC(C)(C)C)F